3,2-dithian C1SSCCC1